ethyl 4-phenoxyphenylglycinate O(C1=CC=CC=C1)C1=CC=C(C(N)C(=O)OCC)C=C1